((2-amino-5-bromopyridin-3-yl)amino)-2,2-dimethylpropionic acid NC1=NC=C(C=C1NCC(C(=O)O)(C)C)Br